N-(4-(4-(3-chloro-5-ethyl-2-methoxyphenyl)piperazin-1-yl)-3-fluorobutyl)-1H-indole-2-carboxamide ClC=1C(=C(C=C(C1)CC)N1CCN(CC1)CC(CCNC(=O)C=1NC2=CC=CC=C2C1)F)OC